ClC1=NC2=NC(=C(N=C2C(=N1)C1CC2(C1)CC(C2)(F)F)C)C 2-chloro-4-(6,6-difluorospiro[3.3]heptan-2-yl)-6,7-dimethylpteridine